2,6-DImethyl-3-((4-phenethyl-4-(pyridin-2-yl)piperidin-1-yl)methyl)pyridine CC1=NC(=CC=C1CN1CCC(CC1)(C1=NC=CC=C1)CCC1=CC=CC=C1)C